tert-Butyl ((S)-1-(((S)-1-cyclohexyl-2-(4-(5-fluoro-1H-indole-2-carbonyl)piperazin-1-yl)-2-oxoethyl)amino)-1-oxopropan-2-yl)(methyl)carbamate C1(CCCCC1)[C@@H](C(=O)N1CCN(CC1)C(=O)C=1NC2=CC=C(C=C2C1)F)NC([C@H](C)N(C(OC(C)(C)C)=O)C)=O